FC(OC1=CC(=NC2=CC(=CC=C12)C(=O)O)C1=CC=C(C=C1)C(F)(F)F)F 4-(difluoromethoxy)-2-(4-(trifluoromethyl)phenyl)quinoline-7-carboxylic acid